ClC1=CC(N(C=N1)[C@@H]1C=C([C@H]2OC(O[C@H]21)(C)C)CO)=O 6-Chloro-3-((3aS,4R,6aR)-6-(hydroxymethyl)-2,2-dimethyl-3a,6a-dihydro-4H-cyclopenta[d][1,3]dioxol-4-yl)pyrimidin-4(3H)-one